C1OCC12CCC(CC2)C2=CC=C(C=C2)NC(=O)NCC2=CC=C(C=C2)OC 1-(4-(2-oxaspiro[3.5]nonan-7-yl)phenyl)-3-(4-methoxybenzyl)urea